O1CCC2=C1C=C(C=C2)OCCCCN2CC1N(C=3C=CC=C4C3C(C1)=CN4)CC2 8-(4-((2,3-dihydrobenzofuran-6-yl)oxy)butyl)-6,6a,7,8,9,10-hexahydro-4H-pyrazino[1,2-a]pyrrolo[4,3,2-de]quinoline